(3R)-3-(5-methoxy-3',5'-dimethylbiphenyl-3-yl)but-1-yn COC=1C=C(C=C(C1)C1=CC(=CC(=C1)C)C)[C@@H](C#C)C